N-(4-(2-aminoethoxy)phenyl)-4-(((3R,4R)-1-(2-cyanoacetyl)-4-methylpiperidin-3-yl)(methyl)amino)-7H-pyrrolo[2,3-d]pyrimidine-7-carboxamide hydrochloride Cl.NCCOC1=CC=C(C=C1)NC(=O)N1C=CC2=C1N=CN=C2N(C)[C@H]2CN(CC[C@H]2C)C(CC#N)=O